4-((3,4-Dimethyl-2-(thiophen-3-yl)-2,3-dihydro-1H-benzo[d]imidazol-1-yl)sulfonyl)-N,N-dimethylbenzenesulfonamide CN1C(N(C2=C1C(=CC=C2)C)S(=O)(=O)C2=CC=C(C=C2)S(=O)(=O)N(C)C)C2=CSC=C2